BrC=1C=CC2=CNN=C2C1 6-bromo-2H-indazol